1-(2-(2,4-dioxotetrahydropyrimidin-1(2H)-yl)-1,3-dioxoisoindolin-5-yl)piperidine-4-carboxaldehyde O=C1N(CCC(N1)=O)N1C(C2=CC=C(C=C2C1=O)N1CCC(CC1)C=O)=O